chloro-10-(1-((5-chloropyrazin-2-yl)methyl)-1H-pyrazol-4-yl)-7,7-dimethylindolo[1,2-a]quinazolin-5(7H)-one ClC1=CC=CC=2C(N=C3N(C12)C1=CC(=CC=C1C3(C)C)C=3C=NN(C3)CC3=NC=C(N=C3)Cl)=O